(S)-N-(3-(3,3-difluorocyclobut-yl)-4-(4-fluorophenyl)-1-methyl-1H-pyrazol-5-yl)-2,2-dimethyl-cyclopropane-1-carboxamide FC1(CC(C1)C1=NN(C(=C1C1=CC=C(C=C1)F)NC(=O)[C@@H]1C(C1)(C)C)C)F